tert-butyl (5-(2-cyanopropan-2-yl)pyridin-2-yl)carbamate C(#N)C(C)(C)C=1C=CC(=NC1)NC(OC(C)(C)C)=O